3-hydroxy-N-(2-chlorophenyl)pyrazole OC1=NN(C=C1)C1=C(C=CC=C1)Cl